N(C1=CC=CC=C1)C1=NC=C(C(=N1)NCC1=NC=CC=C1N(S(=O)(=O)C)C)C(F)(F)F N-[2-({[2-anilino-5-(trifluoromethyl)pyrimidin-4-yl]amino}methyl)pyridin-3-yl]-N-methylmethane-sulfonamide